S(=O)(=O)(O)CCCOC(C=C)=O.ClC=1C(=NC(=NC1)NC=1C=NN(C1)C)OC=1C=C(C=CC1OC)NC(C=C)=O N-[3-({5-chloro-2-[(1-methyl-1H-pyrazol-4-yl)amino]pyrimidin-4-yl}oxy)-4-methoxyphenyl]prop-2-enamide 3-sulphopropyl-acrylate